(3-pyridazin-4-yl-1H-pyrazol-5-yl)methanone N1=NC=C(C=C1)C1=NNC(=C1)C=O